2-(2,7-dimethyl-2H-indazol-5-yl)-7-[(3S)-3-methylpiperazin-1-yl]-4H-pyrido[1,2-a]pyrimidin CN1N=C2C(=CC(=CC2=C1)C=1N=C2N(CC1)C=C(C=C2)N2C[C@@H](NCC2)C)C